ClC=1C(=C(C=CC1)[C@@H]1N(OCC1)C1=CC(=NC=N1)NC=1C(=CC(=C(C1)NC(C=C)=O)N1CCN(CC1)C1COC1)OC)F N-(5-((6-((R)-3-(3-chloro-2-fluorophenyl)isoxazolidine-2-yl)pyrimidine-4-yl)amino)-4-methoxy-2-(4-(oxetane-3-yl)piperazine-1-yl)phenyl)acrylamide